(1R,3S,5R)-2-(2-(4-amino-6-(furan-3-yl)-9H-pyrimido[4,5-b]indol-9-yl)acetyl)-N-(6-bromopyridin-2-yl)-2-azabicyclo[3.1.0]hexane-3-carboxamide NC1=NC=NC=2N(C3=CC=C(C=C3C21)C2=COC=C2)CC(=O)N2[C@@H]1C[C@@H]1C[C@H]2C(=O)NC2=NC(=CC=C2)Br